CIS-N-(2-Cyano-pyrimidin-5-yl)-3-[8-dimethylamino-1-[(1-hydroxy-cyclobutyl)-methyl]-2-oxo-8-phenyl-1,3-diazaspiro[4.5]decan-3-yl]-propionamide C(#N)C1=NC=C(C=N1)NC(CCN1C(N(C2(C1)CCC(CC2)(C2=CC=CC=C2)N(C)C)CC2(CCC2)O)=O)=O